C1(CC1)C=1C=C(C(NC1)=O)N=C=S 5-cyclopropyl-3-isothiocyanatopyridin-2(1H)-one